O=S1CCC(=CC2=C1C=C(C=C2)O)C2=CC=C(C=C2)OC(F)(F)F 1-oxo-4-[4-(trifluoromethoxy)phenyl]-2,3-dihydro-benzothiepin-8-ol